BrC=1C(=NC=C(C1)F)NC1=CC(CC(C1)(C)C)=O 3-((3-bromo-5-fluoropyridin-2-yl)amino)-5,5-dimethylcyclohex-2-en-1-one